The molecule is an N-acyl-D-phenylalanine resulting from the formal condensation of the amino group of D-phenylalanine with the carboxy group of trans-4-isopropylcyclohexanecarboxylic acid. An orally-administered, rapidly-absorbed, short-acting insulinotropic agent, it is used for the treatment of type 2 diabetes mellitus. It has a role as an EC 3.4.14.5 (dipeptidyl-peptidase IV) inhibitor and a hypoglycemic agent. CC(C)C1CCC(CC1)C(=O)N[C@H](CC2=CC=CC=C2)C(=O)O